2-Fluoro-4-chloronitrobenzene C1=CC(=C(C=C1Cl)F)[N+](=O)[O-]